C(CC(C(=O)[O-])CC(C(C)=O)C(C1=CC=CC=C1)=O)C(C(=O)[O-])CC(C(C)=O)C(C1=CC=CC=C1)=O ethane-1,2-diylbis(4-benzoyl-5-oxohexanoate)